3-Benzyl-1-(3-(4-(4-((2-(2,6-dioxopiperidin-3-yl)-1,3-dioxoisoindol-4-yl)amino)butanoyl)piperazin-1-yl)phenyl)-1-((1r,4r)-4-(quinazolin-2-ylamino)cyclohexyl)urea C(C1=CC=CC=C1)NC(N(C1CCC(CC1)NC1=NC2=CC=CC=C2C=N1)C1=CC(=CC=C1)N1CCN(CC1)C(CCCNC1=C2C(N(C(C2=CC=C1)=O)C1C(NC(CC1)=O)=O)=O)=O)=O